FC1=CC=C(C=C1)C(=C)C=1C=NC(=NC1)N1CCNCC1 5-[1-(4-fluorophenyl)vinyl]-2-piperazin-1-ylpyrimidine